COC1=CC=C(C=C1)CN1C2C3=CC=CC=C3C1C(C=C2)=O 12-[(4-Methoxyphenyl)methyl]-12-azatricyclo[6.3.1.02,7]dodeca-2,4,6,10-tetraen-9-one